ClC=1C(=C(C=CC1)NC1=C(NC2=C1C(NCC2)=O)C2=C(C=NC=C2)C#C[C@@H]2NCC(C2)(C)C)OC 3-[(3-chloro-2-methoxyphenyl)amino]-2-(3-{2-[(2R)-4,4-dimethylpyrrolidin-2-yl]ethynyl}pyridin-4-yl)-1H,5H,6H,7H-pyrrolo[3,2-c]pyridin-4-one